OC(CN(C(=O)C=1C(=C(C(=C(C1I)NC(COC)=O)I)C(=O)NC)I)CC(CO)O)CO bis(2,3-dihydroxypropyl)-2,4,6-triiodo-5-[(2-methoxy)acetamido]-N-methyl-1,3-benzenedicarboxamide